tert-butyl 7-(7-bromo-8-fluoro-2-(((2R,7aS)-2-fluorotetrahydro-1H-pyrrolizin-7a(5H)-yl)methoxy)quinazolin-4-yl)-4,7-diazaspiro[2.5]octane-4-carboxylate BrC1=CC=C2C(=NC(=NC2=C1F)OC[C@]12CCCN2C[C@@H](C1)F)N1CCN(C2(CC2)C1)C(=O)OC(C)(C)C